(2S)-2-[(5-chloro-8-hydroxy-3-methyl-1-oxo-3,4-dihydroisochromen-7-carbonyl)amino]-3-(4-hydroxyphenyl)propanoic acid ClC1=C2CC(OC(C2=C(C(=C1)C(=O)N[C@H](C(=O)O)CC1=CC=C(C=C1)O)O)=O)C